C1(CCCC1)NC(CN1N=C(C=CC1=O)C1=CC(=C(C=C1)OC)OC)=O N-cyclopentyl-2-(3-(3,4-dimethoxyphenyl)-6-oxopyridazin-1(6H)-yl)acetamide